N[C@H](C(=O)N)CC1CNC2(COC2)C1 (2S)-2-amino-3-{2-oxa-5-azaspiro[3.4]octan-7-yl}propanamide